(S)-N-(4-((2-cyano-1-(4-(ethylsulfonyl)phenyl)ethyl)carbamoyl)phenyl)-N-(2-(difluoromethoxy)ethyl)-4-(trifluoromethyl)benzamide C(#N)C[C@@H](C1=CC=C(C=C1)S(=O)(=O)CC)NC(=O)C1=CC=C(C=C1)N(C(C1=CC=C(C=C1)C(F)(F)F)=O)CCOC(F)F